C(C1=CC=CC=C1)C1=C(SC=2N3C([C@@H](OCC21)C)=NN=C3C)C#CCN(C)C (S)-3-(3-benzyl-6,9-dimethyl-4H,6H-thieno[2,3-e][1,2,4]triazolo[3,4-c][1,4]oxazepin-2-yl)-N,N-dimethylprop-2-yn-1-amine